C(C=C)(=O)NC1CC(CC1)NC=1C=2N(N=CC1C(=O)N)C=CC2 4-((3-acrylamidocyclopentyl)amino)pyrrolo[1,2-b]pyridazine-3-carboxamide